N-(2-(1-ethyl-2-methylpyrrolidin-3-yl)thieno[2,3-b]pyridin-4-yl)-4,6-difluorobenzo[d]-thiazol-5-amine C(C)N1C(C(CC1)C1=CC=2C(=NC=CC2NC=2C(=CC3=C(N=CS3)C2F)F)S1)C